ClC=1C=2N(C=CN1)N=C(C2)C=2C=NN(C2)C 4-chloro-2-(1-methyl-1H-pyrazol-4-yl)pyrazolo[1,5-a]pyrazine